1-[3-hydroxy-6-methoxy-5-(3-methoxypropoxy)pyridin-2-yl]ethan-1-one OC=1C(=NC(=C(C1)OCCCOC)OC)C(C)=O